NC1=C2N=CN(C2=NC=N1)C[C@@H](C)OCP(OCCCOCCCCCCCCCCCC#C[Si](C(C)C)(C(C)C)C(C)C)(O)=O 3-((13-(triisopropylsilyl)tridec-12-yn-1-yl)oxy)propyl hydrogen ((((R)-1-(6-amino-9H-purin-9-yl)propan-2-yl)oxy)methyl)phosphonate